OC1CC(C1)NC1=NC(=NC=C1C=O)SC 4-[(3-hydroxycyclobutyl)amino]-2-methylsulfanyl-pyrimidine-5-carbaldehyde